CC=1N=C(SC1)C1=CC(=C(C=N1)[O-])NC1=CC=NC=C1.[Na+] sodium 6-(4-methyl-1,3-thiazol-2-yl)-4-[(pyridin-4-yl)amino]pyridin-3-olate